2-(2-(methylsulfonyl)-6-(trifluoromethyl)pyrimidin-4-yl)benzoic acid CS(=O)(=O)C1=NC(=CC(=N1)C1=C(C(=O)O)C=CC=C1)C(F)(F)F